N,N-dimethyl-2-(2-(1-methyl-1H-imidazol-5-yl)quinolin-4-yl)-2'-oxo-2',3'-dihydro-1'H-[1,5'-bi-benzo[d]imidazole]-5-carboxamide CN(C(=O)C1=CC2=C(N(C(=N2)C2=CC(=NC3=CC=CC=C23)C2=CN=CN2C)C2=CC3=C(NC(N3)=O)C=C2)C=C1)C